C(#CCCCC)C1=CC=C(O1)C=O 5-(1-hexynyl)-2-furaldehyde